2-(3-bromophenyl)-N',2,7,7-tetramethylnon-8-ynehydrazide BrC=1C=C(C=CC1)C(C(=O)NNC)(CCCCC(C#C)(C)C)C